C(C)(C)[C@@H]1CC=2C=C(C(=NC2C=2N1C=C1C(C2)=NNC1=O)OC)OCCCOC (S)-6-isopropyl-2-methoxy-3-(3-methoxypropoxy)-5,10-dihydropyrazolo[3',4':4,5]pyrido[1,2-h][1,7]naphthyridin-9(6H)-on